[Sn+4].S(=O)(=O)([O-])[O-].S(=O)(=O)([O-])[O-] sulfate tin